CN(C(C1=C(C=C(C=C1)C1=CN(C2=NC=C(N=C21)C2=CC(=C1CCNCC1=C2)C)S(=O)(=O)C2=CC=C(C)C=C2)C)=O)C N,N,2-trimethyl-4-(2-(5-methyl-1,2,3,4-tetrahydroisoquinolin-7-yl)-5-tosyl-5H-pyrrolo[2,3-b]pyrazin-7-yl)benzamide